BrC=1C=C2C=C(C(N(C2=NC1)CCN1CCOCC1)=O)C(=O)OCC ethyl 6-bromo-1-(2-morpholinoethyl)-2-oxo-1,8-naphthyridine-3-carboxylate